BrC1=CC=C(C=C1)[C@@](C(F)(F)F)(N)C1=CC=C(C=C1)C(C)C (S)-1-(4-bromophenyl)-2,2,2-trifluoro-1-(4-isopropylphenyl)ethan-1-amine